tert-butyl 4-((4-(4-amino-2-fluorophenyl)piperazin-1-yl)methyl)-4-fluoropiperidine-1-carboxylate NC1=CC(=C(C=C1)N1CCN(CC1)CC1(CCN(CC1)C(=O)OC(C)(C)C)F)F